ClC=1C=CC(=C(C1)O)C1=C2C(=C(N=N1)NC1[C@H](CCC1)O)C=NC=C2 5-chloro-2-(4-{[(8S,2S)-2-hydroxycyclopentyl]amino}pyrido[3,4-d]pyridazin-1-yl)phenol